1-(6-bromohexyl)-1-methylpyrrolidinium bis(trifluoromethanesulfonyl)imide [N-](S(=O)(=O)C(F)(F)F)S(=O)(=O)C(F)(F)F.BrCCCCCC[N+]1(CCCC1)C